4,4'-thiobis(6-tert-butylphenol) S(C1=CC=C(C(=C1)C(C)(C)C)O)C1=CC=C(C(=C1)C(C)(C)C)O